4,4'-diacryloyloxystilbene C(C=C)(=O)OC1=CC=C(C=C1)C=CC1=CC=C(C=C1)OC(C=C)=O